C(CCC)C=1NC2=C(C(=NC(=C2I)C)N(CC2=C(C=C(C=C2)OC)OC)CC2=C(C=C(C=C2)OC)OC)N1 2-Butyl-N,N-bis[(2,4-dimethoxyphenyl)methyl]-7-iodo-6-methyl-1H-imidazo[4,5-c]pyridin-4-amine